(1r,4r)-N-((6-(2-chloro-3-(3-chloro-2-(3-methoxy-4-((((1r,4r)-4-methoxycyclohexyl)amino)methyl)phenyl)pyridin-4-yl)phenyl)-2-methoxypyridin-3-yl)methyl)-4-methoxycyclohexan-1-amine ClC1=C(C=CC=C1C1=C(C(=NC=C1)C1=CC(=C(C=C1)CNC1CCC(CC1)OC)OC)Cl)C1=CC=C(C(=N1)OC)CNC1CCC(CC1)OC